COC=1C=C(\C=N\NC(=O)C2=NC(=CN=C2)N2CCCCC2)C=C(C1)OC (E)-N'-(3,5-dimethoxybenzylidene)-6-(piperidin-1-yl)pyrazine-2-carbohydrazide